tert-butyl 3-([[2-(2,6-dioxopiperidin-3-yl)-1,3-dioxoisoindol-4-yl]oxy]methyl)azetidine-1-carboxylate O=C1NC(CCC1N1C(C2=CC=CC(=C2C1=O)OCC1CN(C1)C(=O)OC(C)(C)C)=O)=O